C(#N)C1CN(C1)C1CC(N(CC1)CC1=C2C=CNC2=C(C=C1C1CC1)C)C1=CC=C(C(=O)O)C=C1 4-(4-(3-cyanoazetidin-1-yl)-1-((5-cyclopropyl-7-methyl-1H-indol-4-yl)methyl)piperidin-2-yl)benzoic acid